CC(C)C(C(C(CC=C)C)=NO)(C)C 2,3,3,5-tetramethyloct-7-en-4-one oxime